rac-(5S,7S)-7-Fluoro-N-methyl-N,5-diphenyl-6,7-dihydro-5H-pyrrolo[1,2-b][1,2,4]triazol-2-carboxamid F[C@H]1C[C@H](N2N=C(N=C21)C(=O)N(C2=CC=CC=C2)C)C2=CC=CC=C2 |r|